Dihexylphosphinate C(CCCCC)P([O-])(=O)CCCCCC